2-((2S,4R)-4-amino-1-(5-chlorobenzo[d]thiazole-2-carbonyl)pyrrolidin-2-yl)-N-((S)-6-guanidino-1-(methylamino)-1-oxohexan-2-yl)thiazole-4-carboxamide N[C@@H]1C[C@H](N(C1)C(=O)C=1SC2=C(N1)C=C(C=C2)Cl)C=2SC=C(N2)C(=O)N[C@H](C(=O)NC)CCCCNC(=N)N